CCC=CC(C)O[Si](OCC)(OCC)CCC γ-methylpropenylpropyltriethoxysilane